C1C=2N(CCN1)CCC2 (R)-hexahydropyrrolo[1,2-a]pyrazin